5-((1-(4-chloro-2,6-difluorophenyl)-3-hydroxypiperidin-3-yl)methoxy)-3,4-dihydroquinolin-2(1H)-one ClC1=CC(=C(C(=C1)F)N1CC(CCC1)(O)COC1=C2CCC(NC2=CC=C1)=O)F